(S)-1-(3-(2-Cyclopropoxypyridin-4-yl)-1,2,4-oxadiazol-5-yl)ethan-1-amine C1(CC1)OC1=NC=CC(=C1)C1=NOC(=N1)[C@H](C)N